silicic acid-d [Si](O[2H])(O)(O)O